C[Si]([N-][Si](C)(C)C)(C)C.Br[Mg+] bromomagnesium hexamethyldisilazide